C1(CC1)S(=O)(=O)N1N=CC(=C1)C1=NC=CC(=N1)NC1=NC=C(C(=C1)N1CC(CCC1)CCN(C)C)C#CC=1C=NN(C1)C 2-(1-(cyclopropylsulfonyl)-1H-pyrazol-4-yl)-N-(4-(3-(2-(dimethylamino)ethyl)piperidin-1-yl)-5-((1-methyl-1H-pyrazol-4-yl)ethynyl)pyridin-2-yl)pyrimidin-4-amine